NC=1C=C(C=CC1C)C1=CC(=C(C=C1)O)OC 3'-Amino-3-methoxy-4'-methyl-[1,1'-biphenyl]-4-ol